(RS)-3-(4-Amino-1-oxo-1,3-dihydro-2H-isoindol-2-yl)piperidine-2,6-dione tert-butyl-3-[2-(1,3-dioxoisoindolin-2-yl)ethyl]benzoate C(C)(C)(C)OC(C1=CC(=CC=C1)CCN1C(C2=CC=CC=C2C1=O)=O)=O.NC1=C2CN(C(C2=CC=C1)=O)[C@H]1C(NC(CC1)=O)=O |r|